The molecule is a member of the class of isoindoles that is isoindolin-1-one which is substituted at positions 4, 5 and 6 by hydroxy, triprenyloxy and methoxy groups, respectively. The alkaloid was isolated from the model fungus Aspegillus nidulans. It has a role as a metabolite. It is an alkaloid, a member of isoindoles, a gamma-lactam and a member of phenols. It contains a 2-trans,6-trans-farnesyl group. CC(=CCC/C(=C/CC/C(=C/COC1=C(C=C2C(=C1O)CNC2=O)OC)/C)/C)C